methyl 3-(allyloxy)-5-fluoro-4-nitrobenzoate C(C=C)OC=1C=C(C(=O)OC)C=C(C1[N+](=O)[O-])F